sodium 4-propoxy-1H-pyrrolo[3,2-c]pyridine-2-carboxylate C(CC)OC1=NC=CC2=C1C=C(N2)C(=O)[O-].[Na+]